(S)-3-[3-(biphenyl-4-yl)-2-(phosphonomethyl-amino)-propionamido]propionic acid C1(=CC=C(C=C1)C[C@@H](C(=O)NCCC(=O)O)NCP(=O)(O)O)C1=CC=CC=C1